(E)-octenol C(=C\CCCCCC)/O